C(C=C)N1N(C2=NC(=NC=C2C1=O)NC1=CC=C(C=C1)CCO)C1=CC=C2C(=N1)[C@@](CC2)(O)CC (R)-2-allyl-1-[7-ethyl-7-hydroxy-5,6-dihydrocyclopenta[b]pyridin-2-yl]-6-[4-(2-hydroxyethyl)anilino]pyrazolo[3,4-d]pyrimidin-3-one